N1=C(C=CC=C1)SSCCCC(=O)NN 4-(2-pyridyldithio)-butyric acid, hydrazide